(E)-4-(4-(dimethylamino)-but-2-enamido)-N-(5-((8-(2-oxopyrrolidin-1-yl)-5H-chromeno[4,3-c]pyridin-3-yl)amino)pyridin-3-yl)-benzamide CN(C/C=C/C(=O)NC1=CC=C(C(=O)NC=2C=NC=C(C2)NC2=CC3=C(C=N2)C=2C=CC(=CC2OC3)N3C(CCC3)=O)C=C1)C